FC1=C(N=C(C2=C1N=C(N=C2O)S(=O)C)OC)C2=CC(=CC1=CC=C(C(=C21)C#C[Si](C(C)C)(C(C)C)C(C)C)F)OCOC 8-fluoro-7-(7-fluoro-3-(methoxymethoxy)-8-((triisopropylsilyl)ethynyl)naphthalen-1-yl)-5-methoxy-2-(methylsulfinyl)pyrido[4,3-d]pyrimidin-4-ol